methyl (2S)-2-[4-bromo-2-(1,1-difluoropropyl)-5-fluorophenoxy]butanoate BrC1=CC(=C(O[C@H](C(=O)OC)CC)C=C1F)C(CC)(F)F